C(=O)(OC(C)(C)C)N[C@H](CC(C)C)C(=O)O N-Boc-D-Leucin